CC(C(=O)O[C@@H]1CCC2=C(C=C(C=C12)Cl)S(NC1=C(C(=CC=C1)C=1C=C2C=NC(=NC2=CC1)NC1CCNCC1)F)(=O)=O)C (1R)-6-chloro-4-({2-fluoro-3-[2-(piperidin-4-ylamino) quinazolin-6-yl] phenyl} sulfamoyl)-2,3-dihydro-1H-inden-1-yl 2-methylpropanoate